OC1=CC(NC2=CC=CC=C12)=O 4-Hydroxy-2-quinolinone